p-methoxycinnamic acid ethylhexyl ester C(C)C(CCCCC)OC(C=CC1=CC=C(C=C1)OC)=O